BrC=1C=C2C=CNC(C2=CC1OC)=O 6-bromo-7-methoxy-2H-isoquinolin-1-one